N1(CCCCC1)CC#N 2-(Piperidin-1-yl)acetonitrile